1-((1,3-dimethyl-1H-pyrazol-5-yl)methyl)-4-(1-(4-(trifluoromethyl)phenyl)-1H-indazol-3-yl)pyridin-2(1H)-one CN1N=C(C=C1CN1C(C=C(C=C1)C1=NN(C2=CC=CC=C12)C1=CC=C(C=C1)C(F)(F)F)=O)C